CO[C@H]([C@H](C(=O)NS(=O)(=O)C1=CC=C(C=C1)C(=O)OC)C)[C@H]1N(CCC1)C(=O)OC(C)(C)C tert-Butyl (S)-2-((1R,2R)-1-Methoxy-3-((4-(methoxycarbonyl)phenyl)sulfonamido)-2-methyl-3-oxopropyl)pyrrolidine-1-carboxylate